3,4-dimethyl-catechol CC1=C(C(O)=CC=C1C)O